C(C)C=1C=C(C=CC1)C=1C=C2CC(C(C2=CC1)NC(O[C@@H]1CN2CCC1CC2)=O)(C)C (S)-quinuclidin-3-yl (5-(3-ethylphenyl)-2,2-dimethyl-2,3-dihydro-1H-inden-1-yl)carbamate